4-(2-(2-(3-aminopyrrolidin-1-yl)-6-methylpyrimidin-4-yl)-1-oxo-2,3-dihydro-1H-pyrrolo[3,4-c]pyridin-4-yl)-3-fluoro-5-methoxybenzonitrile NC1CN(CC1)C1=NC(=CC(=N1)N1CC=2C(=NC=CC2C1=O)C1=C(C=C(C#N)C=C1OC)F)C